4-(6-chloro-8-fluoro-4-(3-methoxyazepan-1-yl)-2-(((S)-1-methylpyrrolidin-2-yl)methoxy)quinazolin-7-yl)benzo[d]thiazol-2-amine ClC=1C=C2C(=NC(=NC2=C(C1C1=CC=CC2=C1N=C(S2)N)F)OC[C@H]2N(CCC2)C)N2CC(CCCC2)OC